N-(bis(4-(2,2,2-trifluoroethyl)phenyl)methyl)-2-oxo-6-(trifluoromethyl)-1,2-dihydropyridine-3-carboxamide FC(CC1=CC=C(C=C1)C(NC(=O)C=1C(NC(=CC1)C(F)(F)F)=O)C1=CC=C(C=C1)CC(F)(F)F)(F)F